ClC1=CC=C(C=C1)C(=O)N1[C@@H](C=2N(CC1)C(=NN2)C=2SC1=C(N2)C(=CC(=C1)F)F)C (R)-(4-Chlorophenyl)(3-(4,6-difluorobenzo[d]thiazol-2-yl)-8-methyl-5,6-dihydro-[1,2,4]Triazolo[4,3-a]pyrazin-7(8H)-yl)methanone